lithium 2-methyl-4-oxotetrahydro-2H-pyran-2-carboxylate CC1(OCCC(C1)=O)C(=O)[O-].[Li+]